(S)-2-(2-(7-(1-(1-acetylazetidin-3-yl)piperidin-4-yl)-5-methyl-5H-pyrrolo[2,3-b]pyrazin-2-yl)-7-(4-chlorophenyl)-5-methylbenzo[d]thiazol-6-yl)-2-(tert-butoxy)acetic acid C(C)(=O)N1CC(C1)N1CCC(CC1)C1=CN(C2=NC=C(N=C21)C=2SC1=C(N2)C=C(C(=C1C1=CC=C(C=C1)Cl)[C@@H](C(=O)O)OC(C)(C)C)C)C